NC1=C(C=C(C=N1)NC(C(=O)N1[C@H](CC[C@@H](C1)C)C1=CC(=CC=C1)N1CCN(CC1)C)=O)CC N-(6-amino-5-ethylpyridin-3-yl)-2-((2R,5S)-5-methyl-2-(3-(4-methylpiperazin-1-yl)phenyl)piperidin-1-yl)-2-oxoacetamide